ClC=1N=NC(=CC1C(CCS(=O)(=O)O)N1C(N[C@@H](C1)C(F)(F)F)=O)NC(C(C)(C)C)=O 3-{3-chloro-6-[(2,2-dimethylpropanoyl)amino]-1,2-diazin-4-yl}-3-[(4S)-2-oxo-4-(trifluoromethyl)tetrahydro-1H-imidazol-1-yl]propane-1-sulfonic acid